OC1CC(N(C1)C(C(C(C)C)N1N=NC(=C1)C=1SC=CN1)=O)C(=O)NC 4-hydroxy-N-methyl-1-[3-methyl-2-(4-thiazol-2-yl-triazol-1-yl)butyryl]pyrrolidine-2-carboxamide